3-((3-fluoroazetidin-1-yl)methyl)piperidin-3-ol FC1CN(C1)CC1(CNCCC1)O